C(C)[C@@H]1N(C[C@H](N(C1)C(C)C=1SC2=C(N1)CCCC2)CC)C=2C=1C(N(C(C2)=O)C)=CN(N1)CC#N 2-(7-((2S,5R)-2,5-diethyl-4-(1-(4,5,6,7-tetrahydrobenzo[d]thiazol-2-yl)ethyl)piperazin-1-yl)-4-methyl-5-oxo-4,5-dihydro-2H-pyrazolo[4,3-b]pyridin-2-yl)acetonitrile